N-[(S)-[[(1R)-2-(6-amino-9H-purin-9-yl)-1-methylethoxy]methyl]phenoxyphosphinyl]-L-alanine 1-methylethyl ester CC(C)OC([C@@H](N[P@@](=O)(OC1=CC=CC=C1)CO[C@@H](CN1C2=NC=NC(=C2N=C1)N)C)C)=O